[(S)-4,4-dimethyl-1-(2H-tetraazol-5-yl)pentyl](6-fluoro-4-quinazolinyl)amine CC(CC[C@@H](C=1N=NNN1)NC1=NC=NC2=CC=C(C=C12)F)(C)C